benzotriazol-1-yloxy-tris-dimethylamino-phosphonium hexafluorophosphate F[P-](F)(F)(F)(F)F.N1(N=NC2=C1C=CC=C2)O[P+](N(C)C)(N(C)C)N(C)C